N'-methyl-ethane-1,2-diamine CNCCN